C1(CCC1)N(C1=CC2=C(N=CN(C2=O)COCC[Si](C)(C)C)C(=N1)C1=C(C(=CC=C1C)OC)C)C 6-(cyclobutyl(methyl)amino)-8-(3-methoxy-2,6-dimethylphenyl)-3-((2-(trimethylsilyl)ethoxy)methyl)pyrido[3,4-d]pyrimidin-4(3H)-one